FC1=C2C(=CC(NC2=CC(=C1F)OC)=O)O 5,6-difluoro-4-hydroxy-7-methoxy-1H-quinolin-2-one